methyl 1,5-dimethylpyrazole-3-carboxylate CN1N=C(C=C1C)C(=O)OC